FC1=C(CN2[C@@H](CCC2=O)CC(=O)N[C@@H](C(C)C)C(=O)OCC2=NC=CN=C2)C=CC=C1F Pyrazin-2-ylmethyl (2-((S)-1-(2,3-difluorobenzyl)-5-oxopyrrolidin-2-yl)acetyl)-L-valinate